C(C=C)(=O)N.N[C@H](CC1=CC=CC=C1)C(=O)O D-phenylalanine-acrylamide